5-chloro-N-cyclopropyl-2-[(2S)-2-(trifluoromethyl-sulfonylamino)propoxy]thiazole-4-carboxamide ClC1=C(N=C(S1)OC[C@H](C)NS(=O)(=O)C(F)(F)F)C(=O)NC1CC1